C(C)N1CC(OCC1)C1=CC=C(C=C1)C1=NNC(=C1C(C)C)C=1C=C(C=2N(C1)N=CN2)C 4-ethyl-2-(4-(4-isopropyl-5-(8-methyl-[1,2,4]triazolo[1,5-a]pyridin-6-yl)-1H-pyrazol-3-yl)phenyl)morpholine